P(=O)(O)(O)O[C@H]1[C@@H](O[C@@H]([C@H]1OP(=O)(O)O)COP(=O)(O)O)N1C(=O)N=C(N)C=C1 cytidine tri-phosphate